2-(5-(N-(11-(1,3-dioxoisoindolin-2-yl)undecyl)piperidine-3-carboxamido)-2-oxopyridin-1(2H)-yl)acetic acid O=C1N(C(C2=CC=CC=C12)=O)CCCCCCCCCCCN(C(=O)C1CNCCC1)C=1C=CC(N(C1)CC(=O)O)=O